azetidin-3-ylmethyl 6-[5-(6-methyl-2-pyridyl)-1H-pyrazol-4-yl]quinoline-3-carboxylate CC1=CC=CC(=N1)C1=C(C=NN1)C=1C=C2C=C(C=NC2=CC1)C(=O)OCC1CNC1